Cl.CC=1C=C(CC2(CCNCC2)O)C=CC1 4-(3-methylbenzyl)piperidin-4-ol hydrochloride